2,4-dimethyl-3-ethyl-2-propylpentane-1,5-diol CC(CO)(C(C(CO)C)CC)CCC